ClC=1C=CC2=C(N=C(O2)C2CC3(CC(C3)NC(=O)C=3OC(=CC3)C(F)(F)F)C2)C1 N-[6-(5-chloro-1,3-benzoxazol-2-yl)spiro[3.3]heptane-2-yl]-5-(trifluoromethyl)furan-2-carboxamide